C(CCC)OC=1C(=C(C=CC1)C1=CC=C(C(=N1)OC1=C(C=C(C=C1C)C)C)C(=O)NS(=O)(=O)C=1C(NC=CC1)=O)Cl 6-(3-Butoxy-2-chlorophenyl)-N-[(2-oxo-1H-pyridin-3-yl)sulfonyl]-2-(2,4,6-trimethylphenoxy)pyridin-3-carboxamid